(R)-3-(1-(3-methoxyphenyl)imidazo[1,5-a]pyridin-3-yl)-N-methylpiperidine-1-carboxamide COC=1C=C(C=CC1)C=1N=C(N2C1C=CC=C2)[C@H]2CN(CCC2)C(=O)NC